6-(aminomethyl)-N-(5-(trifluoromethyl)pyridin-2-yl)imidazo[1,2-a]pyrazin-8-amine NCC=1N=C(C=2N(C1)C=CN2)NC2=NC=C(C=C2)C(F)(F)F